NC1=C(C=C(N=N1)C1=C(C=CC=C1)O)N1CC2CCC(C1)N2C2=CC(=NC=C2)C#CCN2CC1(C2)COCCC1 2-[6-amino-5-[8-[2-[3-(6-oxa-2-azaspiro[3.5]nonan-2-yl)prop-1-ynyl]-4-pyridyl]-3,8-diazabicyclo[3.2.1]octan-3-yl]pyridazin-3-yl]phenol